ClC=1C=C(C=2N(N1)C=CN2)[C@@H]2[C@H](C2)C2=NC=C(C=C2)OCC(F)(F)F 6-chloro-8-((1S,2S)-2-(5-(2,2,2-trifluoroethoxy)pyridin-2-yl)cyclopropyl)imidazo[1,2-b]pyridazine